BrC=1C=C2C=C(C(=NC2=NC1)C1=CC=CC=C1)C1=CC=CC=C1 6-bromo-2,3-diphenyl-1,8-naphthyridine